tert-butyl-4-(3-(((trifluoromethyl) sulfonyl) oxy) cinnolin-7-yl)-3,6-dihydropyridine-1(2H)-carboxylate C(C)(C)(C)OC(=O)N1CCC(=CC1)C1=CC=C2C=C(N=NC2=C1)OS(=O)(=O)C(F)(F)F